ClC=1C=CC(=C(C1)NC(CN([C@@H](CC1=CC=CC=C1)C(=O)OC(C)(C)C)C(CCl)=O)=O)N1N=NC=C1 tert-butyl N-(2-((5-chloro-2-(1H-1,2,3-triazol-1-yl)phenyl)amino)-2-oxoethyl)-N-(2-chloroacetyl)phenylalaninate